FC(CN1C(C=2C3=C(N(N=C3CC1)C1=NNC=C1)N=C(C2)N2[C@@H](COCC2)C)C)F (3R)-4-(7-(2,2-difluoroethyl)-6-methyl-2-(1H-pyrazol-3-yl)-6,7,8,9-tetrahydro-2H-1,2,3,7-tetraazabenzo[cd]azulen-4-yl)-3-methylmorpholine